4-(5-Methoxypyridin-2-yl)-N-(5-(tetrahydro-2H-pyran-4-yloxy)pyridin-2-yl)thiazol-2-amine COC=1C=CC(=NC1)C=1N=C(SC1)NC1=NC=C(C=C1)OC1CCOCC1